Cl.NC1=NC=C(C2=C1C=NN2)NC(=O)C(=O)N(CC2=NC=C(C=C2)F)CC2=NC=C(C=C2C)F N-(4-amino-1H-pyrazolo[4,3-c]pyridin-7-yl)-N'-[(5-fluoro-3-methyl-2-pyridyl)methyl]-N'-[(5-fluoro-2-pyridyl)methyl]oxamide Hydrogen chloride